C(C)C1N(CC[C@@H]([C@@H]1C)C(=O)O)C(C1=C(C(=C(C=C1)Cl)C(=O)C=1N(C2=CC(=CC(=C2C1)C)C(F)(F)F)C)Cl)=O.C1(=CC=CC=C1)CC(=O)C1=NC=2NC(NC(C2N1)=O)=O phenylacetyl-xanthine (3S,4S)-ethyl-1-(2,4-dichloro-3-(1,4-dimethyl-6-(trifluoromethyl)-1H-indole-2-carbonyl)benzoyl)-3-methylpiperidine-4-carboxylate